8-hydroxy-2-methyl-7-(piperidin-1-ylmethylene)benzopyran Tert-butyl-N-[3-[3-(benzyloxycarbonylamino)propoxy]propyl]-N-methyl-carbamate C(C)(C)(C)OC(N(C)CCCOCCCNC(=O)OCC1=CC=CC=C1)=O.OC=1C(C=CC2=CC=C(OC21)C)=CN2CCCCC2